(R)-1-(3,3-difluoro-1-(3-(methylamino)-1H-pyrazolo[3,4-b]pyridin-5-yl)piperidin-4-yl)-1-methyl-3-(1-methyl-2-oxo-5-(trifluoromethyl)-1,2-dihydropyridin-3-yl)urea FC1(CN(CC[C@H]1N(C(=O)NC=1C(N(C=C(C1)C(F)(F)F)C)=O)C)C=1C=C2C(=NC1)NN=C2NC)F